2-(2-(((5-chloro-2-(cyclopropylmethoxy)phenyl)amino)-2-oxoacetamido)-3-phenylpropionamido)benzoic acid ClC=1C=CC(=C(C1)NC(C(=O)NC(C(=O)NC1=C(C(=O)O)C=CC=C1)CC1=CC=CC=C1)=O)OCC1CC1